CCCOC(=O)C(=C)C n-propylmethacrylate